9-(9-phenyl-9H-carbazol-2-yl)-7H-benzo[c]carbazole C1(=CC=CC=C1)N1C2=CC=CC=C2C=2C=CC(=CC12)C=1C=CC=2C=3C4=C(C=CC3NC2C1)C=CC=C4